C(C)(C)(C)SC=1C(=C(C=CC1)NC(C1=C(C(=CC=C1)F)Cl)=O)Cl N-(3-(tert-butylthio)-2-chlorophenyl)-2-chloro-3-fluorobenzamide